N-(4-chloro-2-fluorobenzyl)-1-(((2S)-4-((3-cyano-1-azetidinyl)sulfonyl)-2-piperazinyl)carbonyl)-D-prolinamide ClC1=CC(=C(CNC([C@@H]2N(CCC2)C(=O)[C@H]2NCCN(C2)S(=O)(=O)N2CC(C2)C#N)=O)C=C1)F